OC[C@H](C1=CC=CC=C1)NC1=CC(=NC=C1C1=NC(=NO1)C1=CC=NC=C1)NC1=CC=C2C(N(N(C2=C1)C(C)C)C)=O (S)-6-((4-((2-hydroxy-1-phenylethyl)amino)-5-(3-(pyridin-4-yl)-1,2,4-oxadiazol-5-yl)pyridin-2-yl)amino)-1-isopropyl-2-methyl-1,2-dihydro-3H-indazol-3-one